7-(4-chlorobenzyl)-1-(3-hydroxypropyl)-3-methyl-8-(3-((4-oxocyclohexyl)oxy)prop-1-yn-1-yl)-3,7-dihydro-1H-purine-2,6-dione ClC1=CC=C(CN2C(=NC=3N(C(N(C(C23)=O)CCCO)=O)C)C#CCOC2CCC(CC2)=O)C=C1